(E)-3-(1H-indazol-6-yl)-N-((1S,2R)-2-methylcyclohexyl)acrylamide N1N=CC2=CC=C(C=C12)/C=C/C(=O)N[C@@H]1[C@@H](CCCC1)C